FC1(CN(CC[C@H]1NC1=NN2C(C(=N1)OC)=C(C=C2)C=2C=CC1=C(N(C=N1)CCF)C2)C(C)=O)F (R)-1-(3,3-difluoro-4-((5-(1-(2-fluoroethyl)-1H-benzo[d]imidazol-6-yl)-4-methoxypyrrolo[2,1-f][1,2,4]triazin-2-yl)amino)piperidin-1-yl)ethan-1-one